O=CCC=1N=C(SC1)NC=O N-[4-(2-OXO-ETHYL)-THIAZOL-2-YL]-FORMAMIDE